OCC(NCCC(=O)O)(CO)CO N-tris(hydroxymethyl)methyl-3-aminopropanoic acid